ClC=1C=C(C=C(C1)C)N1CC(CC1=O)(C(=O)NCC1=CC(=NC=C1)Cl)C 1-(3-chloro-5-methylphenyl)-N-[(2-chloropyridin-4-yl)methyl]-3-methyl-5-oxopyrrolidine-3-carboxamide